racemic-potassium hydrogen tartrate C(=O)(O)C(O)C(O)C(=O)[O-].[K+]